methyl 3-methyl-6-(4-fluorophenyl)-1H-indole-2-carboxylate CC1=C(NC2=CC(=CC=C12)C1=CC=C(C=C1)F)C(=O)OC